C(C1=CC=CC=C1)OC1=C(C=CC=C1F)C1=CC(=CC=C1F)CC1(CC(C1)NS(=O)(=O)C)C=1OC=C(N1)CCl N-[(1s,3r)-3-{[2'-(benzyloxy)-3',6-difluoro-[1,1'-biphenyl]-3-yl]methyl}-3-[4-(chloromethyl)-1,3-oxazol-2-yl]cyclobutyl]methanesulfonamide